C(CCCC)C1CCC(CC1)C(C(=O)O)CCCCCCNCCO.C(CCCCCCC)(=O)OC1CCC(CC1)CCCCC 4-pentylcyclohexyl octanoate (4-pentylcyclohexyl 8-((2-hydroxyethyl) amino) octanoate)